N1(CCCC2=CC=CC=C12)S(=O)(=O)C1=CC=C(C(=O)NC2=CC=C(C=C2)C(C)C)C=C1 4-((3,4-dihydroquinolin-1(2H)-yl)sulfonyl)-N-(4-isopropylphenyl)benzamide